3-(6-fluoro-3-pyridinyl)-1H-indazole FC1=CC=C(C=N1)C1=NNC2=CC=CC=C12